4,6-dihydroxy-2-cyanoaminopyrimidine OC1=NC(=NC(=C1)O)NC#N